NC=1N=C(SC1C(C1=CC=CC=C1)=O)N([C@@H](C(=O)N)C)C=1C=NC=CC1 |r| rac-2-[(4-amino-5-benzoyl-thiazol-2-yl)-(3-pyridinyl)amino]propanamide